ditert-butyl [4-[[2-(4-fluoro-2-methoxy-phenoxy)-4-(1,1,2,2,2-pentafluoroethyl)benzoyl]amino]-2-oxo-1-pyridyl]methyl phosphate P(=O)(OC(C)(C)C)(OC(C)(C)C)OCN1C(C=C(C=C1)NC(C1=C(C=C(C=C1)C(C(F)(F)F)(F)F)OC1=C(C=C(C=C1)F)OC)=O)=O